C(C)(C)(C)OC(=O)N1CCC2(CNC2C2=C(C=C(C(=C2)OC)[N+](=O)[O-])C)CC1 (5-methoxy-2-methyl-4-nitrophenyl)-2,7-diazaspiro[3.5]nonane-7-carboxylic acid tert-butyl ester